(N-t-butylamino)dimethyl-silane C(C)(C)(C)N[SiH](C)C